C(C)(C)N1C(N(C2=NC=C(C=C21)C(=O)NC2(CCS(CC2)(=O)=O)C)C2=CC(=CC=C2)OC(F)(F)F)=O 1-isopropyl-N-(4-methyl-1,1-dioxo-thian-4-yl)-2-oxo-3-[3-(trifluoromethoxy)phenyl]imidazo[4,5-b]pyridine-6-carboxamide